2-(Azetidin-1-yl)-5-cyanonicotinic acid methyl ester COC(C1=C(N=CC(=C1)C#N)N1CCC1)=O